NC1=C(C(=C2C(=N1)CCO2)C=2CCCN(CC2)C(=O)OC(C)(C)C)C tert-butyl 5-(5-amino-6-methyl-2,3-dihydrofuro[3,2-b]pyridin-7-yl)-2,3,4,7-tetrahydroazepine-1-carboxylate